3-(5-(7-((adamantan-1-yl)(methyl)amino)hept-1-yn-1-yl)benzofuran-3-yl)piperidine-2,6-dione C12(CC3CC(CC(C1)C3)C2)N(CCCCCC#CC=2C=CC3=C(C(=CO3)C3C(NC(CC3)=O)=O)C2)C